C(CC)(=O)N1CCC(CC1)CC(=O)N1CC=NC=C1 4-(2-(1-propionylpiperidin-4-yl)acetyl)-1,4-diazain